CC1C2CCC(CN1)N2C(=O)O.C[S@@](=O)(=N)C2=CC=CC=C2 (S)-(S-methylsulfonimidoyl)benzene 2-methyl-3,8-diazabicyclo[3.2.1]Octane-8-carboxylate